C(C1=CC=CC=C1)N1C(NC2=NC=C(C=C21)C2=CC=NN2C)=O 1-benzyl-6-(1-methyl-1H-pyrazol-5-yl)-1H-imidazo[4,5-b]pyridin-2(3H)-one